C(=CC)[C@H]1C([C@@H]1C(=O)OCC1=C(C(=C(C(=C1F)F)C(F)(F)F)F)C)(C)C 2-methyl-3,5,6-trifluoro-4-trifluoromethylbenzyl (1R)-trans-3-(1-propenyl)-2,2-dimethylcyclopropanecarboxylate